(RS)-1,1,2,3,3-Pentamethyl-1,2,3,5,6,7-hexahydro-4H-inden-4-one CC1([C@H](C(C=2C(CCCC12)=O)(C)C)C)C |r|